CN1C=C(C[C@@H](N)C(=O)OCC2OP(OC2)(=O)OCC)C2=CC=CC=C12 (2-ethoxy-2-oxido-1,3,2-dioxaphospholan-4-yl)methyl 1-methyl-D-tryptophanate